[Si](C)(C)(C(C)(C)C)OC[C@@H]1CC[C@H](CC1)CO trans-(4-(((tert-butyldimethylsilyl)oxy)methyl)cyclohexyl)methanol